CC(=O)NCCC1=CC(=C(C=C1)O)O The molecule is a secondary carboxamide obtained by formal condensation of the carboxy group of acetic acid with the amino group of dopamine. A dopamine metabolite. It has a role as a human urinary metabolite and a marine metabolite. It is a secondary carboxamide, a member of acetamides and a member of catechols. It derives from a dopamine.